[4-(difluoromethoxy)phenoxy]piperidine hydrochloride Cl.FC(OC1=CC=C(ON2CCCCC2)C=C1)F